1-ethyl-6-(propylthio)-1H-pyrazolo[3,4-d]pyrimidin-4-amine hydrochloride Cl.C(C)N1N=CC=2C1=NC(=NC2N)SCCC